Cl.NCCOCCOCCCC1=CC2=C(N(C(N2C)=O)C2C(NC(CC2)=O)=O)C=C1 3-(5-[3-[2-(2-Aminoethoxy)ethoxy]propyl]-3-methyl-2-oxo-2,3-dihydro-1H-1,3-benzodiazol-1-yl)piperidine-2,6-dione hydrochloride